8-methoxy-2-oxo-1,8-diazaspiro[4.5]dec-3-en-4-yl ethyl carbonate C(OC1=CC(NC12CCN(CC2)OC)=O)(OCC)=O